Natrium 3-(3',4'-Dichlorobiphenyl-3-yl)-3-(3-(1-ethyl-5-methyl-4-oxido-2-oxo-1,2-dihydropyridin-3-yl)ureido)propanoat ClC=1C=C(C=CC1Cl)C1=CC(=CC=C1)C(CC(=O)[O-])NC(=O)NC=1C(N(C=C(C1[O-])C)CC)=O.[Na+].[Na+]